BrC1=C(C(=CC2=CC=CC=C12)F)C=O 1-bromo-3-fluoro-2-naphthaldehyde